melamine borat B(O)(O)O.N1=C(N)N=C(N)N=C1N